C(C)(C)(C)C12CN(CC(CC1)N2)C=2C1=C(N=C(N2)Cl)C(=C(N=C1)Cl)F tert-butyl-3-(2,7-dichloro-8-fluoro-pyrido[4,3-d]pyrimidin-4-yl)-3,8-diazabicyclo[3.2.1]octane